8-bromo-6-chloro-2-(trifluoromethyl)imidazo[1,2-b]Pyridazine BrC=1C=2N(N=C(C1)Cl)C=C(N2)C(F)(F)F